tert-butyl ((1S,2S,3R)-2-((tert-butyldimethylsilyl)oxy)-3-((2-(4-methyloxazol-2-yl)-5-nitropyridin-4-yl)amino)cyclohexyl)carbamate [Si](C)(C)(C(C)(C)C)O[C@@H]1[C@H](CCC[C@H]1NC1=CC(=NC=C1[N+](=O)[O-])C=1OC=C(N1)C)NC(OC(C)(C)C)=O